2-(3,5-dichloro-4-((4-methyl-2-(3-methylcyclohexyl)quinoline-6-yl)oxy)phenyl)-3,5-dioxo-2,3,4,5-tetrahydro-1,2,4-triazine-6-carbonitrile ClC=1C=C(C=C(C1OC=1C=C2C(=CC(=NC2=CC1)C1CC(CCC1)C)C)Cl)N1N=C(C(NC1=O)=O)C#N